(R)-2-amino-1-(4-(4-amino-(4-phenoxyphenyl)-1H-pyrazolo[3,4-d]pyrimidin-1-yl)piperidin-1-yl)-4-methylpentan-1-one N[C@@H](C(=O)N1CCC(CC1)N1N=C(C=2C1=NC=NC2N)C2=CC=C(C=C2)OC2=CC=CC=C2)CC(C)C